OCCN1CCN(CC1)CCS(=O)(=O)O 4-(2-hydroxyethaneyl)piperazine-1-ethanesulfonic acid